FC1=CC=C(C=C1)N1C(=C(C=CC1=O)C)C(=O)O 1-(4-fluorophenyl)-3-methyl-6-oxo-1,6-dihydropyridine-2-carboxylic acid